2-((4-amino-7-(3-(4-butylpiperazin-1-yl)propyl)-2-(ethoxymethyl)-1H-imidazo[4,5-c]quinolin-1-yl)methyl)-2-methylpropane-1,3-diol NC1=NC=2C=C(C=CC2C2=C1N=C(N2CC(CO)(CO)C)COCC)CCCN2CCN(CC2)CCCC